C1(CC1)C=1SC2=C(N(C(N(C2=O)C2=CC3=CN(N=C3C=C2)C)=O)C2=CC=C(C=C2)Cl)N1 2-cyclopropyl-4-(4-chlorophenyl)-6-(2-methyl-2H-indazol-5-yl)thiazolo[4,5-d]pyrimidine-5,7(4H,6H)-dione